FC(C=1C=C(C=C2C=CC=NC12)CC(=O)O)(F)F (8-(trifluoromethyl)quinolin-6-yl)acetic acid